Methyl 5-[({1-[2-fluoro-4-(trifluoromethyl) phenyl]cyclopropyl}carbonyl) amino]-2-[4-(trifluoromethyl)-1H-pyrazol-1-yl]benzoate FC1=C(C=CC(=C1)C(F)(F)F)C1(CC1)C(=O)NC=1C=CC(=C(C(=O)OC)C1)N1N=CC(=C1)C(F)(F)F